tert-butyl N-[6-[[tert-butoxycarbonyl(2,6-dichloro-3,5-dimethoxy-phenyl)carbamoyl]methyl-amino]pyrimidin-4-yl]-N-[4-(8-ethyl-5,8-diazaspiro[2.5]octan-5-yl)-2-nitro-phenyl]carbamate C(C)(C)(C)OC(=O)N(C(=O)CNC1=CC(=NC=N1)N(C(OC(C)(C)C)=O)C1=C(C=C(C=C1)N1CC2(CC2)N(CC1)CC)[N+](=O)[O-])C1=C(C(=CC(=C1Cl)OC)OC)Cl